N1=CC(=CC=C1)C1(CC1)C#N 3-pyridyl-1-cyclopropanecarbonitrile